1-ethoxy-2,3-propanediol C(C)OCC(CO)O